4-bromo-1-(2-((tert-butyldimethylsilyl)oxy)ethyl)-1H-pyrazole BrC=1C=NN(C1)CCO[Si](C)(C)C(C)(C)C